4,6-dihydroxy-2-cyanobenzothiazole OC1=CC(=CC2=C1N=C(S2)C#N)O